OC=1C=C2C(C=CC(C2=CC1)=O)=O 6-hydroxy-1,4-naphthoquinone